CC(C)C1=CC=C(C=C1)S(=O)(=O)O p-cumenesulfonic acid